C(C)(C)(C)OC(NC(C(=O)N1CCN(CC1)C1CCN(CC1)C)CC=1C=C2C=NNC2=C(C1)C)=O (3-(7-methyl-1H-indazol-5-yl)-1-(4-(1-methylpiperidin-4-yl)piperazin-1-yl)-1-oxopropan-2-yl)carbamic acid tert-butyl ester